CC1=C(C=C(C(=C1)C(CC1=CC=C(C=C1)C)=O)C)NC(OC)=O methyl (2,5-dimethyl-4-(2-(p-tolyl)acetyl)phenyl)carbamate